FC=1C=C(C=CC1C=1C=NC(=CC1)C=1N=NN(N1)C=C)N1C(O[C@@H](C1)C(C1CC1)O)=O (S)-3-(3-fluoro-4-(6-(2-vinyl-2H-tetrazol-5-yl)pyridin-3-yl)phenyl)-5-(1-hydroxy-1-cyclopropylmethyl)oxazolidin-2-one